C(C1=CC=CC=C1)OC1=NC(=CC=C1N1CCOC2=C1C=CC=C2[C@@H]2CN(CCC2)C(=O)OC(C)(C)C)OCC2=CC=CC=C2 tert-butyl (3R)-3-[4-(2,6-dibenzyloxy-3-pyridyl)-2,3-dihydro-1,4-benzoxazin-8-yl]piperidine-1-carboxylate